(2R,4R)-4-((6-((1-(tert-butyl)-5-methyl-1H-pyrazol-3-yl)amino)-3,5-difluoropyridin-2-yl)methyl)-1-(3-chloro-2-fluorobenzyl)-2-methylpiperidine-4-carboxylic acid tert-butyl ester C(C)(C)(C)OC(=O)[C@]1(C[C@H](N(CC1)CC1=C(C(=CC=C1)Cl)F)C)CC1=NC(=C(C=C1F)F)NC1=NN(C(=C1)C)C(C)(C)C